C(C)N1N=C(C=C1)OC1=NC=C(C=N1)[N+](=O)[O-] 2-(1-ethylpyrazol-3-yl)oxy-5-nitro-pyrimidine